4-hydroxy-3-[4-(pyridin-2-ylaminosulfonyl)phenyl]azo-N-pyridin-2-yl-benzenesulfonamide OC1=C(C=C(C=C1)S(=O)(=O)NC1=NC=CC=C1)N=NC1=CC=C(C=C1)S(=O)(=O)NC1=NC=CC=C1